C(CC)([O-])=N propioimidate